NC=1C(C(C1NCCN)=O)=O 3-amino-4-[(2-aminoethyl)amino]cyclobut-3-ene-1,2-dione